ethyl(4-(benzyloxy)butyl)(1,3-dioxoisoindolin-2-yl)carbamothioate C(C)OC(N(N1C(C2=CC=CC=C2C1=O)=O)CCCCOCC1=CC=CC=C1)=S